4-nitrophenyl ((1s,3s)-3-(5-(trifluoromethyl)-1H-pyrazol-1-yl)cyclobutyl) carbonate C(OC1=CC=C(C=C1)[N+](=O)[O-])(OC1CC(C1)N1N=CC=C1C(F)(F)F)=O